C1(CC1)N1C(C=2C=CC=C(C2C=C1)S(=O)(=O)NC=1C(=NC(=C(C1)F)OCC(F)F)OC)=O 2-cyclopropyl-N-[6-(2,2-difluoroethoxy)-5-fluoro-2-methoxy-3-pyridyl]-1-keto-isoquinoline-5-sulfonamide